[K].CC(C)(CCCCCCCC)OC(C=C)=O 2-methyl-2-acryloyloxydecane potassium